(3,5-difluorophenyl)(piperidin-4-yl)methanone hydrochloride Cl.FC=1C=C(C=C(C1)F)C(=O)C1CCNCC1